C1(CC1)C1=CC(=C(C=C1)NC1=CC(=NC=C1C(=O)NOCC)NC1=NC=NC=C1)N(S(=O)(=O)C1CC1)C 4-((4-Cyclopropyl-2-(N-methylcyclopropanesulfonamido)phenyl)amino)-N-ethoxy-6-(pyrimidin-4-ylamino)nicotinamide